FC1=C(C(=CC(=C1)C(NC)=O)F)C=1N=C2N(C=CC(=C2)C)C1CC1CN(CCC1=C=O)C(=O)OC methyl 3-((2-(2,6-difluoro-4-(methylcarbamoyl) phenyl)-7-methylimidazo[1,2-a]pyridin-3-yl) methyl)-4-carbonylpiperidine-1-carboxylate